OC1CCN(CC1)C(=O)N1CCC(CC1)=C(C#N)C1=NNC2=CC=CC=C12 2-(1-(4-hydroxypiperidin-1-carbonyl)piperidin-4-ylidene)-2-(1H-indazol-3-yl)acetonitrile